5-(difluoromethyl)octahydrocyclopenta[c]pyrrol FC(C1CC2C(CNC2)C1)F